N-ethyl-N-(2-hydroxy-3-sulfopropyl)-3,5-Dimethoxyaniline CCN(CC(CS(=O)(=O)[O-])O)C1=CC(=CC(=C1)OC)OC.[Na+]